2-(4-acryloyl-1-(7-(3-hydroxynaphthalen-1-yl)-2-((1-methylpyrrolidin-2-yl)methoxy)-5,6,7,8-tetrahydroquinazolin-4-yl)piperazin-2-yl)acetonitrile C(C=C)(=O)N1CC(N(CC1)C1=NC(=NC=2CC(CCC12)C1=CC(=CC2=CC=CC=C12)O)OCC1N(CCC1)C)CC#N